FC(C(=O)O)(F)F.FC(C(=O)O)(F)F.CN1N=CC(=C1)N1CCNCC1 1-(1-methylpyrazol-4-yl)piperazine bis(trifluoroacetic acid) salt